NC1=NC(=NN1)C1=NN=CO1 5-(5-amino-1H-1,2,4-triazole-3-yl)-1,3,4-oxadiazole